2,3-difluoro-N-(6-methylpyridin-2-yl)-5-(4-methyl-pyridin-3-yl)benzamide FC1=C(C(=O)NC2=NC(=CC=C2)C)C=C(C=C1F)C=1C=NC=CC1C